N,N,N-trimethylammonium ethyl-sulfate benzyl-((R)-1-((2S,5R,6R)-5-azido-6-(((1R,2R,3S,4R,6S)-4,6-diazido-2,3-dihydroxycyclohexyl)oxy)tetrahydro-2H-pyran-2-yl)propyl)(benzyl)carbamate C(C1=CC=CC=C1)OC(N(CC1=CC=CC=C1)[C@H](CC)[C@H]1O[C@@H]([C@@H](CC1)N=[N+]=[N-])O[C@H]1[C@@H]([C@H]([C@@H](C[C@@H]1N=[N+]=[N-])N=[N+]=[N-])O)O)=O.C(C)OS(=O)(=O)[O-].C[NH+](C)C